{1-[1-(cyclohexylcarbonyl)piperidin-4-yl]-3-[4-(7H-pyrrolo[2,3-d]pyrimidin-4-yl)-1H-pyrazol-1-yl]azetidin-3-yl}acetonitrile C1(CCCCC1)C(=O)N1CCC(CC1)N1CC(C1)(N1N=CC(=C1)C=1C2=C(N=CN1)NC=C2)CC#N